7,7-dimethyl-3,4,7,8-tetrahydro-2H,6H-cyclopenta[4,5]pyrrolo[1,2-a]pyrazin-1-one CC1(CC2=C(C=C3N2CCNC3=O)C1)C